[OH-].[Na+].COC=1C=C(C=2C=C(C(N(C2C1)C)=O)C)N1CCCC2=CC=C(C=C12)NS(=O)(=O)C N-(7'-methoxy-1',3'-dimethyl-2'-oxo-1',2',3,4-tetrahydro-2H-[1,5'-biquinolin]-7-yl)methanesulfonamide Sodium hydroxide